ClC(C)=O Chloroethanone